(fluoro(2-(((3S,6S,9aS)-5-oxo-3-(4-(pyrimidin-4-yl)piperidine-1-carbonyl)octahydro-1H-pyrrolo[1,2-a]azepin-6-yl)carbamoyl)benzo[b]thiophen-5-yl)methyl)phosphonic acid FC(C1=CC2=C(SC(=C2)C(N[C@H]2CCC[C@@H]3N(C2=O)[C@@H](CC3)C(=O)N3CCC(CC3)C3=NC=NC=C3)=O)C=C1)P(O)(O)=O